N[C@H](CCN1CC2(CN(C2)C(=O)OC(C)(C)C)C1)CSC1=CC=CC=C1 Tert-butyl (R)-6-(3-amino-4-(phenylthio)butyl)-2,6-diazaspiro[3.3]heptane-2-carboxylate